N1C(=O)N(C)C=2N=CN(C)C2C1=O THEOBROMIN